phosphono-formaldehyde P(=O)(O)(O)C=O